5-bromo-3-((1-((2-(trimethylsilyl)ethoxy)methyl)-1H-pyrazol-3-yl)methoxy)pyrazin-2-amine BrC=1N=C(C(=NC1)N)OCC1=NN(C=C1)COCC[Si](C)(C)C